C(CCC)OC(C(=O)O)C1=CC=CC=C1 α-butoxyphenylacetic acid